NC(C(=O)N(C)OC)C amino-N-methoxy-N-methylpropionamide